N-(3-((3,4-dihydro-2H-pyrimido[1,2-c]quinazolin-10-yl)oxy)-2-nitrophenyl)propane-1-sulfonamide N=1CCCN2C=NC=3C=CC(=CC3C21)OC=2C(=C(C=CC2)NS(=O)(=O)CCC)[N+](=O)[O-]